NC1CN(CCC1)C1=CC2=C(C=N1)OC1=CC(=CC=C1C2=O)C=2C=NNC2 3-(3-aminopiperidin-1-yl)-8-(1H-pyrazol-4-yl)-5H-chromeno[2,3-c]pyridin-5-one